ClC=1C(=NC=CC1C1=NC(=C(C=C1)CNC[C@@H]1NC(CC1)=O)OC)C=1C(=C(C=CC1)NC(=O)C=1SC(=CN1)CNCCO)C (R)-N-(3-(3'-chloro-6-methoxy-5-((((5-oxopyrrolidin-2-yl)methyl)amino)methyl)-[2,4'-bipyridin]-2'-yl)-2-methylphenyl)-5-(((2-hydroxyethyl)amino)methyl)thiazole-2-carboxamide